FC1=C(OC2=CC=C(C=C2)C=2N=C(N3C2C=NC=C3)[C@H]3N(CCCC3)C(C=C)=O)C=CC=C1OC (S)-1-(2-(1-(4-(2-fluoro-3-methoxyphenoxy)phenyl)imidazo[1,5-a]pyrazin-3-yl)piperidin-1-yl)prop-2-en-1-one